tert-butyl 4-(4-((5-(o-tolyl)imidazo[1,2-a]pyrazin-8-yl)amino)phenyl)piperazine-1-carboxylate C1(=C(C=CC=C1)C1=CN=C(C=2N1C=CN2)NC2=CC=C(C=C2)N2CCN(CC2)C(=O)OC(C)(C)C)C